[2,6-difluoro-4-(1-hydroxy-1-methylethyl)phenyl]-5-fluoropyridine-2-carboxylic acid FC1=C(C(=CC(=C1)C(C)(C)O)F)C=1C(=NC=C(C1)F)C(=O)O